3,3'-diamino-2,2'-bipyridine NC=1C(=NC=CC1)C1=NC=CC=C1N